(2-[3-(1,3-dicarboxypropyl)ureido])Glutaric acid C(=O)(O)C(CCC(=O)O)NC(NC(C(=O)O)CCC(=O)O)=O